2-(1H-indol-3-ylmethyl)-1H-indole-3-carbaldehyde N1C=C(C2=CC=CC=C12)CC=1NC2=CC=CC=C2C1C=O